2-methoxy-4-methyl-5-(tributylstannyl)thiazole COC=1SC(=C(N1)C)[Sn](CCCC)(CCCC)CCCC